ClC=1C=C2C(=CC(=NC2=CC1)C(F)(F)F)N[C@@H]1C[C@@H](CCC1)NC(=O)C1=CC=NN1C(C)C N-[(1R,3S)-3-{[6-chloro-2-(trifluoromethyl)quinolin-4-yl]amino}cyclohexyl]-1-(propan-2-yl)-1H-pyrazole-5-carboxamide